2-(2-(2-amino-9H-purin-9-yl)acetyl)-N-(6-bromopyridin-2-yl)-2-azabicyclo[3.1.0]hexane-3-carboxamide NC1=NC=C2N=CN(C2=N1)CC(=O)N1C2CC2CC1C(=O)NC1=NC(=CC=C1)Br